ClC=1C=C(C(=NC1)N1C(C(N(C(C1)=O)CC1=CC=C(C=C1)Cl)C1(COC1)C)=O)F 1-(5-chloro-3-fluoropyridin-2-yl)-4-(4-chlorobenzyl)-3-(3-methyloxetan-3-yl)-piperazine-2,5-dione